tert-butyl N-[(1S)-2-[[5-chloro-4-[(2,6-difluorophenyl)-hydroxy-methyl]-6-(trifluoromethyl)-3-pyridyl]amino]-1-methyl-2-oxo-ethyl]carbamate ClC=1C(=C(C=NC1C(F)(F)F)NC([C@H](C)NC(OC(C)(C)C)=O)=O)C(O)C1=C(C=CC=C1F)F